C1(CC1)C([C@@H](C(NC=1C=NN(C1)CC=1C(NC=CC1)=O)=O)NC(=O)C=1N(N=CC1)C(C)C)C1CC1 N-[(1S)-1-(dicyclopropylmethyl)-2-oxo-2-[[1-[(2-oxo-1H-pyridin-3-yl)methyl]pyrazol-4-yl]amino]ethyl]-2-isopropyl-pyrazole-3-carboxamide